4-(4-aminobenzyl)-N-phenylaniline NC1=CC=C(CC2=CC=C(NC3=CC=CC=C3)C=C2)C=C1